C(C)(C)(C)[Li] tertiary-butyl-lithium